methyl-(3,4-epoxy-cyclohexyl)-carboxylate COC(=O)C1CC2C(CC1)O2